BrCCSC1=C2C(N(C(C2=CC=C1)=O)C1C(NC(CC1)=O)=O)=O 4-(2-bromoethylsulfanyl)-2-(2,6-dioxopiperidin-3-yl)isoindoline-1,3-dione